4-[(2R)-3-(3,4-dihydro-1H-isoquinolin-2-yl)-2-hydroxypropyl]-8-hydroxy-2-methyl-2,3-dihydro-1,4-benzoxazepin-5-one C1N(CCC2=CC=CC=C12)C[C@H](CN1CC(OC2=C(C1=O)C=CC(=C2)O)C)O